C(C)(C)(C)OC(N(C(CC1=NC(=CC=C1[N+](=O)[O-])OC)C)CC1=C(C=CC(=C1)F)Br)=O (2-bromo-5-fluorobenzyl)(1-(6-methoxy-3-nitropyridin-2-yl)propan-2-yl)-carbamic acid tert-butyl ester